(trans-3-(3-cyclopropyl-4-(1H-pyrazolo[3,4-b]pyridin-1-yl)-1H-pyrazol-1-yl)cyclobutyl)methylamine C1(CC1)C1=NN(C=C1N1N=CC=2C1=NC=CC2)[C@@H]2C[C@H](C2)CN